FC1=C(C=CC=C1)C1=C(C=C2C(=NC=NC2=C1)N1CCN(CC1)C(C=C)=O)C(F)(F)F 1-(4-(7-(2-fluorophenyl)-6-(trifluoro-methyl)quinazolin-4-yl)piperazin-1-yl)prop-2-en-1-one